FC=1C=C(C=CC1)N1C([C@H](CCC1)N(C)C=1C2=C(N=C(N1)C1=NC=CC(=C1)OCCO)CCC2)=O (3S)-1-(3-fluorophenyl)-3-({2-[4-(2-hydroxyethoxy)pyridin-2-yl]-5H,6H,7H-cyclopenta[d]pyrimidin-4-yl}(methyl)amino)piperidin-2-one